C(C1=CC=CC=C1)OCCC(C(=O)OC)C(C(CC)C)=O methyl 2-(2-(benzyloxy) ethyl)-4-methyl-3-oxohexanoate